C(CCCCC)(=O)C(C[C@@H](C)O)(O)C(CCCCC)=O bishexanoyl-(R)-1,3-butanediol